FC1(CC(C1)N(C([O-])=O)C(C=1OC2=C(N1)C=C(C=C2)C(COC)N2C(NC(C2)C(F)(F)F)=O)C2CCC(CC2)(F)F)F 3,3-Difluorocyclobutyl((4,4-difluorocyclohexyl)(5-(2-methoxy-1-(2-oxo-4-(trifluoromethyl)imidazolidin-1-yl)ethyl)benzo[d]oxazol-2-yl)methyl)carbamate